C(#N)C=1C(=NC(=NC1)N[C@H]1C[C@H](CCC1)N1CC2=CC=C(C=C2C1=O)NC(C=C)=O)N1CCOCC1 N-(2-((1S,3R)-3-((5-cyano-4-morpholinopyrimidin-2-yl)amino)cyclohexyl)-3-oxoisoindolin-5-yl)acrylamide